BrC1=CC(=C(OC2=C(N)C=CC=C2)C=C1)C(F)(F)F 2-(4-bromo-2-(trifluoromethyl)phenoxy)aniline